CC1=C(C=CC(=C1)N1CCC(CC1)C)NC=1C=CC2=C(OCC(N2)=O)C1 7-((2-Methyl-4-(4-methylpiperidin-1-yl)phenyl)amino)-2H-benzo[b][1,4]oxazin-3(4H)-one